N1CC(C1)C#CC=1C=NN(C1)C(C(=O)NC=1C=NC(=C(C1)C(F)(F)F)C#N)(C)C 2-(4-(azetidin-3-ylethynyl)-1H-pyrazol-1-yl)-N-(6-cyano-5-(trifluoromethyl)pyridine-3-yl)-2-methylpropanamide